6-Hydroxy-tricosanoic acid OC(CCCCC(=O)O)CCCCCCCCCCCCCCCCC